F[C@@H]1C[C@@]2(CCCN2C1)COC=1N=C(C2=C(N1)C(=C(OC2=O)C2=CC(=CC1=CC=C(C(=C21)C#C)F)OCOC)C)N2CCC2 [(2R,7aS)-2-fluoro-hexahydropyrrolizin-7a-yl]methoxy-4-(azetidin-1-yl)-7-[8-ethynyl-7-fluoro-3-(methoxymethoxy)naphthalen-1-yl]-8-methylpyrano[4,3-d]pyrimidin-5-one